C(CCC)(=O)NC1=NC=CC(=C1)CN1CC(N(CC1)C=1C=C(C(=NC1)C(=O)NC)F)C 5-(4-((2-butyramidopyridin-4-yl)methyl)-2-methylpiperazin-1-yl)-3-fluoro-N-methylpicolinamide